[Si](C)(C)(C(C)(C)C)OCCOCC=O 2-(2-((tert-butyldimethylsilyl)oxy)ethoxy)acetaldehyde